ClC[C@@H](CCCCl)O (R)-1,5-dichloro-2-pentanol